Ethyl 1-(2-ethoxy-2-oxoethyl)-4-methylpiperidine-4-carboxylate C(C)OC(CN1CCC(CC1)(C(=O)OCC)C)=O